(1r,2s,3r,5r)-3-(4-amino-6,7-dihydro-cyclopenta[4,5]pyrrolo[2,3-d]pyrimidin-8(5H)-yl)-5-(((2-aminoquinolin-7-yl)amino)methyl)cyclopentane-1,2-diol NC=1C2=C(N=CN1)N(C1=C2CCC1)[C@H]1[C@@H]([C@@H]([C@H](C1)CNC1=CC=C2C=CC(=NC2=C1)N)O)O